O=C1NC(CC[C@H]1N1C(C2=CC=C(C=C2C1)N1CCN(CC1)CC1CCN(CC1)CCOC1=CC=C(C=C1)\C(=C(/CC)\C1=CC=CC=C1)\C1=CC=C(C=C1)B(O)O)=O)=O (R,E)-(4-(1-(4-(2-(4-((4-(2-(2,6-dioxopiperidin-3-yl)-1-oxoisoindolin-5-yl)piperazin-1-yl)methyl)piperidin-1-yl)ethoxy)phenyl)-2-phenylbut-1-en-1-yl)phenyl)boronic acid